tert-butyl 2-oxo-6-(4,4,5,5-tetramethyl-1,3,2-dioxaborolan-2-yl)-1,2,3,4-tetrahydro-1,8-naphthyridine-1-carboxylate O=C1N(C2=NC=C(C=C2CC1)B1OC(C(O1)(C)C)(C)C)C(=O)OC(C)(C)C